OC1=C(C=CC=C1O)C#CC1=CC=C(C=C1)OC 2,3-dihydroxy-4'-methoxytolan